CC(C(=O)O)CCCC(CC)C 2,6-dimethyloctanoic acid